(R)-3-(4-(trifluoromethyl)phenyl)cyclopentanone FC(C1=CC=C(C=C1)[C@H]1CC(CC1)=O)(F)F